5-bromo-2-((4,6-dichloropyrimidin-2-yl)thio)benzo[d]oxazole BrC=1C=CC2=C(N=C(O2)SC2=NC(=CC(=N2)Cl)Cl)C1